C[C@@]1(O)[C@H](OCC2=CC=C(C=C2)OC)[C@@H](OCC2=CC=CC=C2)[C@@H](OCC2=CC=CC=C2)[C@H](O1)C(O)C(CCC(=O)C)=O Methyl-2-O-p-methoxybenzyl-3,4-di-O-benzyl-6-levulinyl-α-D-galactopyranose